[Ta].[Nb].[Cu] copper-niobium-tantalum